C(C)OC(=O)C=1N(C=C(C1F)Br)CCCNC(=O)OC(C)(C)C.C(C)OC=1C=C(C(=O)NC(C)C2=CC(=CC=C2)C=2SC=CN2)C(=CN1)NC(C(C)C)=O 2-ethoxy-5-isobutanoylamino-N-(1-(3-(thiazol-2-yl)phenyl)ethyl)isonicotinamide Ethyl-4-bromo-1-(3-((tert-butoxycarbonyl)amino)propyl)-3-fluoro-1H-pyrrole-2-carboxylate